(3r,4r)-1-(1-((5-chloropyridin-2-yl)methyl)-6-(methylsulfonyl)-1H-benzo[d]imidazol-2-yl)-4-fluoropiperidin-3-amine ClC=1C=CC(=NC1)CN1C(=NC2=C1C=C(C=C2)S(=O)(=O)C)N2C[C@H]([C@@H](CC2)F)N